4,8,18,25,28-pentaoxo-12,15-dioxa-3,6,9,19,26,29-hexaazapentatriacontan-35-oate O=C(NCC)CNCC(NCCOCCOCCC(NCCCCCC(NCC(NCCCCCC(=O)[O-])=O)=O)=O)=O